(2S,3R,4R,5S)-3-(3,4-difluoro-2-hydroxy-phenyl)-4,5-dimethyl-5-(trifluoromethyl)tetrahydrofuran FC=1C(=C(C=CC1F)[C@@H]1CO[C@@]([C@@H]1C)(C(F)(F)F)C)O